5,12-dioxaheptacyclo[7.6.1.13,7.02,8.04,6.010,15.011,13]heptadecane C12C3C4C5OC5C(C3C(C3C5OC5CC31)C2)C4